C(C)(C)(C)C=1C(=C([C-](C1)C(C)(C)C)C(C)(C)C)C(C)(C)C.[CH-]1C=CC=C1.[Fe+2] tetra-tert-butyl-ferrocene